1-bromo-2-Hydroxy-3-naphthalenecarboxylic acid BrC1=C(C(=CC2=CC=CC=C12)C(=O)O)O